NCCCCN1C=C([C@H]2[C@H](O)[C@H](O)[C@@H](CO)O2)C(NC1=O)=O 1-(4-Amino-butyl)pseudouridine